NC=1C(=NC=NC1N)O 5,6-diaminopyrimidin-4-ol